N1=CC(=CC=C1)C=1N=CC(=NC1)NC12CC(C1)(C2)NC(OC(C)(C)C)=O Tert-Butyl (3-{[5-(pyridin-3-yl)pyrazin-2-yl]amino}bicyclo[1.1.1]pentan-1-yl)carbamate